2-(5-((4-(((((S)-1-methylpyrrolidin-3-yl)oxy)carbonyl)oxy)hexadecyl)oxy)-5-oxopentyl)propane-1,3-diyldioctanoate CN1C[C@H](CC1)OC(=O)OC(CCCOC(CCCCC(CCCCCCCCC(=O)[O-])CCCCCCCCC(=O)[O-])=O)CCCCCCCCCCCC